(3,4-Dichloro-5-(4,4,5,5-tetramethyl-1,3,2-dioxaborolan-2-yl)phenyl)(phenyl)methanone ClC=1C=C(C=C(C1Cl)B1OC(C(O1)(C)C)(C)C)C(=O)C1=CC=CC=C1